C1=CC=CC=2C3=CC=CC=C3N(C12)C1=CC=C(O1)C=O 5-(9H-carbazol-9-yl)furan-2-carbaldehyde